4-Cyano-4-(2-nitrophenyl)butanoate C(#N)C(CCC(=O)[O-])C1=C(C=CC=C1)[N+](=O)[O-]